ClC=1SC2=C(N1)C(=CC1=C2OCCO1)C(O)C1(CCC1)C(F)(F)F (2-chloro-7,8-dihydro-[1,4]dioxino[2',3':3,4]benzo[1,2-d]thiazol-4-yl)(1-(trifluoromethyl)cyclobutyl)methanol